CC1=C(C=CC=C1NC(=O)C=1OC(=NN1)C(C)N)C1=C(C(=CC=C1)NC(=O)C=1OC(=NN1)C(C)N)C (2,2'-dimethyl-[1,1'-biphenyl]-3,3'-diyl)bis(5-(1-aminoethyl)-1,3,4-oxadiazole-2-carboxamide)